ethyl-1-ethyl-6-fluoro-7-(4-acetylpiperazin-1-yl)quinoline C(C)C1N(C2=CC(=C(C=C2C=C1)F)N1CCN(CC1)C(C)=O)CC